C1(CC1)C1=NC=C(C=N1)C(=O)NC=1C(=NC=C(C1)F)OC 2-cyclopropyl-N-(5-fluoro-2-methoxypyridin-3-yl)pyrimidine-5-carboxamide